O1[C@@H](COC2=NC=CC=C21)CN2N=C1C3=C(CCC1=C2)OC(=C3C)C(=O)NCCN3CCN(CC3)C |r| 2-[(2R/S)-2,3-dihydro[1,4]dioxino[2,3-b]pyridin-2-ylmethyl]-8-methyl-N-[2-(4-methylpiperazin-1-yl)ethyl]-4,5-dihydro-2H-furo[2,3-g]indazole-7-carboxamide